1,2,4,5-tetrahydronaphtho[2,3-d]oxepine-6,11-dione C1COCCC2=C1C(C1=CC=CC=C1C2=O)=O